ClCC1=NN2C(C(N(CC2)C2=C(C=C(C=C2)C2=NC3=CC=C(C=C3C=N2)C(F)(F)F)C)=O)=C1C 2-(chloromethyl)-3-methyl-5-[2-methyl-4-[6-(trifluoromethyl)quinazolin-2-yl]phenyl]-4h,5h,6h,7h-pyrazolo[1,5-a]pyrazin-4-one